5-acetyl-2,6-dimethyl-4-(thieno[2,3-c]pyridin-3-yl)-1,4-dihydropyridine-3-carboxylic acid methyl ester COC(=O)C1=C(NC(=C(C1C1=CSC2=CN=CC=C21)C(C)=O)C)C